2-(1-(10-cyano-7-fluoro-5,11-dihydrobenzo[6,7]oxepino[4,3-b]pyridin-11-yl)ethyl)-5-hydroxy-N-(isoxazol-4-yl)-1-methyl-6-oxo-1,6-dihydropyrimidine-4-carboxamide C(#N)C1=CC=C(C2=C1C(C1=NC=CC=C1CO2)C(C)C=2N(C(C(=C(N2)C(=O)NC=2C=NOC2)O)=O)C)F